4-((S or R)-1-(((R)-((R)-7-(1-methyl-1H-pyrazol-4-yl)-1,2,3,4-tetrahydropyrido[2,3-b]pyrazin-3-yl)(phenyl)methyl)amino)propan-2-yl)benzonitrile CN1N=CC(=C1)C1=CC2=C(N[C@H](CN2)[C@@H](C2=CC=CC=C2)NC[C@@H](C)C2=CC=C(C#N)C=C2)N=C1 |o1:23|